C(=CC)OCC(=O)C1=CC=CC=C1 propenyl-oxyacetophenone